1-(4-(tert-butoxycarbonyl)benzyl)-2-oxopyrrolidine-3-carboxylic acid C(C)(C)(C)OC(=O)C1=CC=C(CN2C(C(CC2)C(=O)O)=O)C=C1